8-(5-{7-[(2R)-2-Methylpyrrolidin-1-yl]-6,7,8,9-tetrahydro-5H-benzo[7]annulen-2-yl}-1H-pyrazolo[3,4-b]pyridin-3-yl)-4,5-dihydro-2H-spiro[1,4-benzoxazepine-3,1'-cyclopropan]-5-one C[C@H]1N(CCC1)C1CCC2=C(CC1)C=C(C=C2)C=2C=C1C(=NC2)NN=C1C1=CC2=C(C(NC3(CC3)CO2)=O)C=C1